2-bromo-1-methoxy-4-((cis)-3-methoxy-1-(methoxymethyl)cyclobutyl)benzene BrC1=C(C=CC(=C1)C1(CC(C1)OC)COC)OC